C(C)(C)(C)OC(=O)N[C@H]1CO[C@H]2[C@@H]1OC[C@@H]2NC(CNC(CNC(OCC2C1=CC=CC=C1C=1C=CC=CC21)=O)=O)=O (9H-fluoren-9-yl)methyl (2-((2-(((3S,3aR,6S,6aR)-6-((tert-butoxycarbonyl)amino)hexahydrofuro[3,2-b]furan-3-yl)amino)-2-oxoethyl)amino)-2-oxoethyl)carbamate